CC(CC(=O)OC[C@H]1O[C@H]([C@]([C@@H]1OCOC(C(C)(C)C)=O)(C)F)N1C2=NC(=NC(=C2N=C1)NC)N)C ((2R,3R,4R,5R)-5-(2-amino-6-(methylamino)-9H-purin-9-yl)-4-fluoro-4-methyl-3-((pivaloyloxy)methoxy)tetrahydrofuran-2-yl)methyl 3-methylbutanoate